N1C=NC2=C1C1=C(O2)C=CC=C1 benzofuroimidazole